O1C(CCCC1)N1N=CC=C1 1-(oxan-2-yl)pyrazole